tert-butyl-2-(8-hydroxyimidazo[1,2-a]pyridin-5-yl)acetate C(C)(C)(C)OC(CC1=CC=C(C=2N1C=CN2)O)=O